ethyl-5-formylpyridine-3-carboxylate C(C)OC(=O)C=1C=NC=C(C1)C=O